FC(C(=O)O)(F)F.C(C1=CC=CC=C1)(=O)O benzoic acid, trifluoroacetate salt